cyclopentyl 5-amino-2-methyl-pyrazole-3-carboxylate NC=1C=C(N(N1)C)C(=O)OC1CCCC1